N-(2-(3-chloro-2-(hydroxymethyl)phenyl)propan-2-yl)-1-(5-methyl-2-((tetrahydro-2H-pyran-4-yl)amino)pyrimidin-4-yl)-1H-imidazole-4-carboxamide ClC=1C(=C(C=CC1)C(C)(C)NC(=O)C=1N=CN(C1)C1=NC(=NC=C1C)NC1CCOCC1)CO